ClC=1C=C(CN(C2=CC(=C(C(=O)OC)C=C2)CC)C)C=CC1Cl methyl 4-((3,4-dichlorobenzyl)(methyl)amino)-2-ethylbenzoate